BrC1=CC=2N=C(N=C(C2N=C1)N1CCOCC1)N1N=CC(=C1)C1=CC=CC=C1 4-(7-bromo-2-(4-phenyl-1H-pyrazol-1-yl)pyrido[3,2-d]pyrimidin-4-yl)morpholine